C1(CCC1)C=1C(=NN(C1NC(C[C@@H]1C(C(C1)(F)F)(F)F)=O)C)CC1=C(C(=CC(=C1)F)F)F (S)-N-(4-cyclobutyl-1-methyl-3-(2,3,5-trifluorobenzyl)-1H-pyrazol-5-yl)-2-(2,2,3,3-tetrafluorocyclobutyl)acetamide